1-Methyl-4-[cis-3-methyl-4-(6-piperazin-1-yl-3-pyridinyl)-1-piperidinyl]pyrazolo[3,4-b]pyridine CN1N=CC=2C1=NC=CC2N2C[C@H]([C@H](CC2)C=2C=NC(=CC2)N2CCNCC2)C